O1CCC(CC1)=CC(=O)N 2-(tetrahydro-4H-pyran-4-ylidene)acetamide